4-(4-dimethylaminostyryl)methylbenzothiazole p-toluenesulfonate CC1=CC=C(C=C1)S(=O)(=O)O.CN(C1=CC=C(C=CCC2=CC=CC3=C2N=CS3)C=C1)C